ClC1=C(C=CC=C1)N1/C(/SC=C1CO)=N/C(=O)C=1C2=C(N=CC1)NC=C2 (Z)-N-(3-(2-chlorophenyl)-4-(hydroxymethyl)thiazol-2(3H)-ylidene)-1H-pyrrolo[2,3-b]pyridine-4-carboxamide